C(C)(CCCCCCCCCCC)OC(C)CCCCCCCCCCC secondary tridecyl ether